BrC(C(=C)Br)=C dibromo-1,3-butadiene